(2R,5S)-N-(2-(4-(((tert-butyldimethylsilyl)oxy)methyl)piperidin-1-yl)pyrimidin-5-yl)-4-(3-chloro-4-cyanophenyl)-2,5-dimethylpiperazine-1-carboxamide [Si](C)(C)(C(C)(C)C)OCC1CCN(CC1)C1=NC=C(C=N1)NC(=O)N1[C@@H](CN([C@H](C1)C)C1=CC(=C(C=C1)C#N)Cl)C